2-methoxy-N-(3-(8-(4-methyl-4,5,6,7-tetrahydro-2H-pyrazolo[4,3-b]pyridin-3-yl)-3-(2,2,2-trifluoroethyl)imidazo[1,2-a]pyridin-2-yl)prop-2-yn-1-yl)-4-(methylsulfonyl)aniline COC1=C(NCC#CC=2N=C3N(C=CC=C3C=3NN=C4C3N(CCC4)C)C2CC(F)(F)F)C=CC(=C1)S(=O)(=O)C